methyl 1-amino-4-bromopyrrole-2-carboxylate NN1C(=CC(=C1)Br)C(=O)OC